C(C)(C)(C)C1=C(C=C(C=C1)C1(CCC(CC1)N)N)OCCCCCC 1-(4-(tert-butyl)-3-(hexyloxy)phenyl)cyclohexane-1,4-diamine